CN(CC[NH3+])C 2-(dimethylamino)ethylammonium